3,3',4',5,6,7-hexamethoxyflavone COC1=C(OC2=CC(=C(C(=C2C1=O)OC)OC)OC)C1=CC(=C(C=C1)OC)OC